tert-butyl 3-(4-{2-[1-(2,6-dioxopiperidin-3-yl)-3-methyl-2-oxo-1,3-benzodiazol-5-yl]ethyl}piperazin-1-yl)azetidine-1-carboxylate O=C1NC(CCC1N1C(N(C2=C1C=CC(=C2)CCN2CCN(CC2)C2CN(C2)C(=O)OC(C)(C)C)C)=O)=O